methyl 2-((6-amino-5-bromopyridin-3-yl)oxy)-6-bromobenzoate NC1=C(C=C(C=N1)OC1=C(C(=O)OC)C(=CC=C1)Br)Br